3-bromo-4-fluoro-N-isopropyl-benzenesulfonamide BrC=1C=C(C=CC1F)S(=O)(=O)NC(C)C